3-(2,2,2-trifluoroethyl)thieno[3,2-c]pyridin-7-amine FC(CC1=CSC2=C1C=NC=C2N)(F)F